FC(CN1N=C(N=C1)C=1C(=CC(=C(C1)NC(=O)C=1C=NN2C1C=CC(=C2)OC)C)C)F N-[5-[1-(2,2-Difluoroethyl)-1,2,4-triazol-3-yl]-2,4-dimethylphenyl]-6-methoxypyrazolo[1,5-a]pyridine-3-carboxamide